BrC=1C=CC(=NC1)C(C)(C)OC 5-bromo-2-(2-methoxypropane-2-yl)pyridine